C(C1=CC=CC=C1)C=1N(C2=C(C(=NC=C2)CN2C(C=CC(=C2)C#C)=O)N1)C 1-((2-benzyl-1-methyl-1H-imidazo[4,5-c]pyridin-4-yl)methyl)-5-ethynylpyridin-2(1H)-one